[O].C(CCC)[Te] n-butyl-tellurium oxygen